tert-butyl 2-[1-[4-(2,6-dibenzyloxy-3-pyridyl)-2-fluoro-phenyl]-4-piperidylidene]acetate C(C1=CC=CC=C1)OC1=NC(=CC=C1C1=CC(=C(C=C1)N1CCC(CC1)=CC(=O)OC(C)(C)C)F)OCC1=CC=CC=C1